C(#N)OCC12CCC(CC1)C2 cyanooxymethyl-bicyclo[2.2.1]heptane